9-((1s,4s)-4-(aminomethyl)cyclohexyl)-N8-(5-chloro-2-fluorophenyl)-N2-(4-methyltetrahydro-2H-pyran-4-yl)-9H-purine-2,8-diamine NCC1CCC(CC1)N1C2=NC(=NC=C2N=C1NC1=C(C=CC(=C1)Cl)F)NC1(CCOCC1)C